5-isopropoxy-1H-indene C(C)(C)OC=1C=C2C=CCC2=CC1